trans-2-(2-(difluoromethyl)cyclopropyl)-4,4,5,5-tetramethyl-1,3,2-dioxaborolane FC([C@H]1[C@@H](C1)B1OC(C(O1)(C)C)(C)C)F